C(C)(=O)OC1CCC2=C(C=C(C=C12)F)SCC1=CC=CC=C1 4-(benzylsulfanyl)-6-fluoro-2,3-dihydro-1H-inden-1-yl acetate